FC1=C(C#N)C=C(C(=C1)S)F 2,5-difluoro-4-mercapto-benzonitrile